N1(CCCCC1)C(=O)C1=CC=C(C=C1)O 4-(1-piperidinylcarbonyl)phenol